2-[(3E)-3-(3,3-difluoropiperidin-4-ylidene)prop-1-yn-1-yl]-6-methylpyridine FC\1(CNCC/C1=C\C#CC1=NC(=CC=C1)C)F